C(#N)C1CN(C1)S(=O)(=O)N1C[C@H](CCC1)C(=O)N1[C@H](CCC1)C(=O)NCC1=C(C(=CC=C1)C)C 1-(((3S)-1-((3-cyano-1-azetidinyl)sulfonyl)-3-piperidinyl)carbonyl)-N-(2,3-dimethylbenzyl)-D-prolinamide